4-ethylphenylmagnesium bromide C(C)C1=CC=C(C=C1)[Mg]Br